C(CCC)(=O)OC=1C=CC=C2C=CC(NC12)=O 8-butyryloxyquinolone